N-(4-fluoro-3-methylphenyl)-5-(2-(((1s,4s)-4-hydroxy-1-methylcyclohexyl)amino)-2-oxoacetyl)-1,4-dimethyl-2-(pyridin-2-yl)-1H-pyrrole-3-carboxamide FC1=C(C=C(C=C1)NC(=O)C1=C(N(C(=C1C)C(C(=O)NC1(CCC(CC1)O)C)=O)C)C1=NC=CC=C1)C